tert-butyl 2-(2-(1-(5-cyano-4-ethoxypyridin-2-yl)ethyl)-7-((2-methyl-1H-imidazol-1-yl)methyl)-1-oxo-1,2,3,4-tetrahydroisoquinolin-5-yl)pyrrolidine-1-carboxylate C(#N)C=1C(=CC(=NC1)C(C)N1C(C2=CC(=CC(=C2CC1)C1N(CCC1)C(=O)OC(C)(C)C)CN1C(=NC=C1)C)=O)OCC